C(CCC)OC(CC1=CC=C(C=C1)SC1=CC(=C(C=C1)OC)C12CC3CC(CC(C1)C3)C2)=O.C23(CC1CC(CC(C2)C1)C3)C=3C=C(C=CC3OC)SC3=CC=C(C=C3)CC(=O)OC Methyl 2-(4-{[3-(adamantan-1-yl)-4-methoxyphenyl]sulfanyl}phenyl)acetate Butyl-2-(4-{[3-(adamantan-1-yl)-4-methoxyphenyl]sulfanyl}phenyl)acetate